C(C)(C)C1CCN(CC1)C1=CC=C(C(=N1)C)N 6-(4-isopropylpiperidin-1-yl)-2-methylpyridin-3-amine